CN1N=C2C(=CC(=CC2=C1)C1=CC(=C2C(N(C=NC2=C1)C1CCNCC1)=O)F)C 7-(2,7-dimethylindazol-5-yl)-5-fluoro-3-(piperidin-4-yl)quinazolin-4-one